CC1=C(C=CC=C1C)C1(CC=CC=C1)CS(=O)(=O)N(C)C1=CC=C(C=C1)N1C2=C(NC(CC1=O)=O)C1=CC=CC=C1C=C2 1-(2,3-dimethylphenyl)-N-[4-(2,4-dioxo-1,2,3,4-tetrahydronaphtho[1,2-b][1,4]diazepin-5-yl)phenyl]phenyl-N-methylmethanesulfonamide